phosphorous acid tri(2,4-di-tert-butylphenyl) ester C(C)(C)(C)C1=C(C=CC(=C1)C(C)(C)C)OP(OC1=C(C=C(C=C1)C(C)(C)C)C(C)(C)C)OC1=C(C=C(C=C1)C(C)(C)C)C(C)(C)C